NCCCN(CCN(CCCN)CCCN)CCCN N,N,N',N'-tetra(3-aminopropyl)ethylenediamine